ClC=1C=C(C=C(C1)C#N)C(C)(C)C1=CC=C(OCC2=NC(=NC=C2)N2CCN(CC2)C2CC3(C2)CCN(CC3)CC3CCN(CC3)C(=O)OC(C)(C)C)C=C1 tert-butyl 4-((2-(4-(4-((4-(2-(3-chloro-5-cyanophenyl)propan-2-yl)phenoxy)methyl)pyrimidin-2-yl)piperazin-1-yl)-7-azaspiro[3.5]nonan-7-yl)methyl)piperidine-1-carboxylate